4-methylcyclohexylmethylamine CC1CCC(CC1)CN